[Ca].S1CCCCC1 Thian calcium